2-((tert-butoxycarbonyl)amino)ethyl 2-(2-((1S,2S,5R)-1-hydroxy-2-isopropyl-5-methylcyclohexane-1-carboxamido)ethyl)benzoate O[C@@]1([C@@H](CC[C@H](C1)C)C(C)C)C(=O)NCCC1=C(C(=O)OCCNC(=O)OC(C)(C)C)C=CC=C1